C(C(=C)C)(=O)OCCC(C(C(C(C(C(F)(F)F)(F)F)(F)F)(F)F)(F)F)(F)F 2-(perfluorohexyl)ethyl 1-methacrylate